2-(5-(2,2,2-trifluoroethoxy)-2-(((8-endo)-3-(2-(trifluoromethyl)pyridin-4-yl)-3-azabicyclo[3.2.1]oct-8-yl)amino)-[1,2,4]triazolo[1,5-a]pyridin-8-yl)propan-2-ol FC(COC1=CC=C(C=2N1N=C(N2)NC2C1CN(CC2CC1)C1=CC(=NC=C1)C(F)(F)F)C(C)(C)O)(F)F